C(C)OC(C[C@H](C(F)(F)F)NC1=CC=CC2=CC=CC=C12)=O (R)-Ethyl-4,4,4-trifluoro-3-(naphthalen-1-ylamino)butanoate